N-Methyl-N-((1S,2S)-2-methyl-1-{(1S,8S)-9-oxo-1-[(1H-[1,2,3]triazol-4-ylmethyl)-carbamoyl]-1,2,8,9-tetrahydro-7H-6-oxa-9a-aza-benzo[cd]azulen-8-ylcarbamoyl}-butyl)-malonamic acid CN(C(CC(=O)O)=O)[C@@H]([C@H](CC)C)C(N[C@H]1COC=2C3=C(C[C@H](N3C1=O)C(NCC=1N=NNC1)=O)C=CC2)=O